3-fluoro-2-hydroxypropanoate FCC(C(=O)[O-])O